2-n-hexadecyl-acryloyloxyethyl-phosphorylcholine C(CCCCCCCCCCCCCCC)C(C(=O)OCCP(=O)=C(O)C[N+](C)(C)C)=C